2-chloro-4-phenyl-6-(2-naphthyl)triazine ClN1NC(=CC(=N1)C1=CC=CC=C1)C1=CC2=CC=CC=C2C=C1